1-((2R,4S,5S)-4-azido-5-(hydroxymethyl)tetrahydrofuran-2-yl)-5-((E)-2-bromovinyl)pyrimidine-2,4(1H,3H)-dione N(=[N+]=[N-])[C@H]1C[C@@H](O[C@@H]1CO)N1C(NC(C(=C1)\C=C\Br)=O)=O